tert-Butyl (S)-2-((5-chloro-2-(1H-tetrazol-1-yl)benzyl)carbamoyl)azetidine-1-carboxylate ClC=1C=CC(=C(CNC(=O)[C@H]2N(CC2)C(=O)OC(C)(C)C)C1)N1N=NN=C1